OC=1CC(N(CC1C(=O)C=1N=CSC1)C(=O)OC(C)(C)C)C tert-butyl 4-hydroxy-2-methyl-5-(1,3-thiazole-4-carbonyl)-1,2,3,6-tetrahydropyridine-1-carboxylate